(L-lactic acid) diacrylate C(C=C)(=O)O.C(C=C)(=O)O.C([C@@H](O)C)(=O)O